C(C1=CC=CC=C1)NCCO N-Benzyl-ethanolamine